Cl.NC1=CC=C(C=C1)C1=C(C(C2=CC=CC3=C2C1=NS3(=O)=O)=O)NC (4-aminophenyl)-4-(methylamino)-5H-naphtho[1,8-cd]isothiazol-5-one-1,1-dioxide hydrochloride salt